C1(=CC=CC=C1)S(=O)(=O)N1C=C(C2=CC=C(C=C12)C1=NN(C(=N1)C)C)C1=NC(=NC=C1C(F)(F)F)N[C@@H]1CN(CCC1)C(=O)OC(C)(C)C tert-butyl (3S)-3-[[4-[1-(benzenesulfonyl)-6-(1,5-dimethyl-1,2,4-triazol-3-yl)indol-3-yl]-5-(trifluoromethyl)pyrimidin-2-yl]amino]piperidine-1-carboxylate